N-(3-fluorophenyl)-3-((4-(pyridin-4-yl)phenyl)amino)benzamide FC=1C=C(C=CC1)NC(C1=CC(=CC=C1)NC1=CC=C(C=C1)C1=CC=NC=C1)=O